[Si](C)(C)(C(C)(C)C)CC1=CC(=NC=C1)C=1N=C2N(N=C(C=C2)Cl)C1 4-t-Butyldimethylsilanylmethylpyridin-2-yl-6-chloroimidazo[1,2-b]pyridazine